OC1=C(C=C(C=C1C(C)(C)C)NC1=NC(=NC(=N1)SCCCCCCCC)SCCCCCCCC)C(C)(C)C 2-(4-hydroxy-3,5-di-tert-butyl-phenylamino)-4,6-bis(n-octylthio)-1,3,5-triazine